N-[2-hydroxy-5-[1-hydroxy-2-[1-(4-methoxyphenyl)propan-2-yl-amino]ethyl]phenyl]carboxamide OC1=C(C=C(C=C1)C(CNC(CC1=CC=C(C=C1)OC)C)O)NC=O